N-(3-(4,4-dimethyl-2,5-dioxoimidazolidin-1-yl)-2-hydroxypropyl)-N-(4-methoxyphenyl)benzenesulfonamide CC1(NC(N(C1=O)CC(CN(S(=O)(=O)C1=CC=CC=C1)C1=CC=C(C=C1)OC)O)=O)C